3-(N,N'-diethylamino)pyridine tert-butyl-(R)-4-(6-cyano-1-methyl-2-oxo-1,2-dihydro-1,5-naphthyridin-4-yl)-3-methylpiperazine-1-carboxylate C(C)(C)(C)OC(=O)N1C[C@H](N(CC1)C1=CC(N(C2=CC=C(N=C12)C#N)C)=O)C.C(C)N(CC)C=1C=NC=CC1